ClC1=CC=C(C(=N1)C(=O)N)O[C@H](C)C=1C=C(C=C2C(C(=C(OC12)C1=CC=C2C=NC=NC2=C1)C)=O)C 6-Chloro-3-[(1R)-1-(3,6-dimethyl-4-oxo-2-quinazolin-7-yl-chromen-8-yl)ethoxy]pyridine-2-carboxamide